1,2,4-tris(aminomethyl)benzene NCC1=C(C=C(C=C1)CN)CN